CC=1C(=C(C=CC1N)C(C(F)(F)F)(C(F)(F)F)C1=CC=C(C=C1)N)C dimethyl-2,2-bis(4-aminophenyl)hexafluoropropane